(R,Z)-3-(3-(3-(3-(dimethylamino)pyrrolidine-1-carbonyl)azetidine-1-carbonyl)-4-fluorobenzylidene)isobenzofuran-1(3H)-one CN([C@H]1CN(CC1)C(=O)C1CN(C1)C(=O)C=1C=C(\C=C\2/OC(C3=CC=CC=C23)=O)C=CC1F)C